benzyl-triphenylphosphine chloride compound with methanol CO.[Cl-].C(C1=CC=CC=C1)C1=C(C=CC=C1)P(C1=CC=CC=C1)C1=CC=CC=C1